Ethyl (2-cyano-2-(2-(3,5-dichloro-4-((6-oxo-1-(pyridin-4-ylmethyl)-1,6-dihydropyridin-3-yl)oxy)phenyl) hydrazono)acetyl)carbamate C(#N)C(C(=O)NC(OCC)=O)=NNC1=CC(=C(C(=C1)Cl)OC1=CN(C(C=C1)=O)CC1=CC=NC=C1)Cl